NCCCCCCCCC1=CC=C(C=C1)O 4-(8-Aminooctyl)phenol